(3',3'-difluoro-6-oxo-6,8-dihydro-2H,7H-spiro[furo[2,3-e]isoindol-3,4'-piperidin]-7-yl)piperidine-2,6-dione FC1(CNCCC12COC1=C3CN(C(C3=CC=C12)=O)N1C(CCCC1=O)=O)F